COC(=O)C=1N(C(=CC1)C1=CC(=NC2=C(N=CC=C12)C1=CC=NN1C1OCCCC1)N1[C@@H](COCC1)C)C(=O)OC(C)(C)C 5-{2-[(3R)-3-methylmorpholin-4-yl]-8-[1-(tetrahydro-2H-pyran-2-yl)-1H-pyrazol-5-yl]-1,7-naphthyridin-4-yl}-1H-pyrrole-1,2-dicarboxylic acid 1-tert-butyl ester 2-methyl ester